2,6-Bis((S)-4-(4-bromophenyl)-4,5-dihydro-oxazol-2-yl)pyridine BrC1=CC=C(C=C1)[C@@H]1N=C(OC1)C1=NC(=CC=C1)C=1OC[C@@H](N1)C1=CC=C(C=C1)Br